(S)-2,2'-((5-(((benzyloxy)carbonyl)amino)-1-carboxypentyl)azanediyl)diacetic acid C(C1=CC=CC=C1)OC(=O)NCCCC[C@@H](C(=O)O)N(CC(=O)O)CC(=O)O